C(C)(C)(C)C(=O)N(CCOC=1C=C(C=C(C1)C#N)N(C(=O)C=1C=C(N(C1C)C)C1=C(C(=O)OC(C)(C)C)C=CC(=C1)Cl)C1=CC=C(C=C1)OCC=C)C tert-Butyl 2-(4-{(3-{2-[(tert-butylcarbonyl)(methyl)amino]ethoxy}-5-cyanophenyl)[4-(prop-2-en-1-yloxy)phenyl]carbamoyl}-1,5-dimethyl-1H-pyrrol-2-yl)-4-chlorobenzoate